tert-butyl N-[3-[bis(methylsulfanyl)methylene]-1-methyl-4-oxo-cyclohexyl]-N-methyl-carbamate CSC(=C1CC(CCC1=O)(C)N(C(OC(C)(C)C)=O)C)SC